N1=C(N=CC=C1)OC1CN2C(N=CC3=CC(=CC(=C23)SC1)C(F)(F)F)=O 3-(pyrimidin-2-yloxy)-10-(trifluoromethyl)-3,4-dihydro-2H,6H-[1,4]thiazepino[2,3,4-ij]quinazolin-6-one